1-[4-chloro-3-(3-methoxypropoxy)phenyl]-3,3-dimethyl-butan-2-one ClC1=C(C=C(C=C1)CC(C(C)(C)C)=O)OCCCOC